C(=O)O.FC(C1=C(C=CC(=C1)C(F)(F)F)CC1CCNCC1)(F)F 4-[[2,4-bis(trifluoromethyl)phenyl]methyl]piperidine formic acid salt